IC1=CC=CC=2OC3(CCCC3)OC21 4-iodospiro[1,3-benzodioxole-2,1'-cyclopentane]